6-bromoindolo-[3,2,1-jk]carbazole BrC1=CC=C2C(=C1)N1C3=C2C=CC=C3C=3C=CC=CC13